calcium-arsenic [As].[Ca]